C(C)(=O)[C@@H]1[C@H]2[C@@H]3CC[C@H]([C@@H](CCCC(C)C)C)[C@]3(CC[C@@H]2[C@]2(CC[C@@H](CC2=C1)O)C)C 7β-acetyl-cholesterol